ClC1=CC=C(S1)C1=C(C=C(C=C1)C(F)(F)F)NS(=O)(=O)C=1C=C(C(=O)O)C=CC1CC 3-(N-(2-(5-chlorothiophen-2-yl)-5-(trifluoromethyl)phenyl)sulfamoyl)-4-ethylbenzoic acid